6-(1,4-oxazin-4-yl)-1,2-diazine-3-carboxylic acid methyl ester COC(=O)C=1N=NC(=CC1)N1C=COC=C1